((R)-(2-chloro-3-fluorophenyl)(1-fluorocyclopropyl)methyl)-N-((R,E)-4-(methylsulfonyl)but-3-en-2-yl)-3H-imidazo[4,5-c]pyridine-6-carboxamide ClC1=C(C=CC=C1F)[C@@H](C1(CC1)F)C1=NC2=C(C=NC(=C2)C(=O)N[C@H](C)\C=C\S(=O)(=O)C)N1